CCC(=O)NO N-hydroxypropanamide